FC(CN1C(=NC=2C1=NC(=CC2)C=2C=CN1N=C(N=CC12)N[C@H]1[C@H](CN(CC1)CC(C)C)F)C)F 5-(3-(2,2-difluoroethyl)-2-methyl-3H-imidazo[4,5-b]pyridin-5-yl)-N-((3S,4R)-3-fluoro-1-isobutylpiperidin-4-yl)pyrrolo[2,1-f][1,2,4]triazin-2-amine